ClC=1C(=C(C=CC1)N1CCN(CC1)C(C(CC(=O)C1CC1)C)=O)C 1-[4-(3-chloro-2-methyl-phenyl)piperazin-1-yl]-4-cyclopropyl-2-methyl-butane-1,4-dione